1,8-di(1-naphthyl)fluorene C1(=CC=CC2=CC=CC=C12)C1=CC=CC=2C3=CC=CC(=C3CC12)C1=CC=CC2=CC=CC=C12